(3-methyl-5-nitropyridin-2-yl)pyrimidine CC=1C(=NC=C(C1)[N+](=O)[O-])C1=NC=CC=N1